CN1C=NC=C1C=1C(=NN(C1)C1=NC=C(C=C1)[N+](=O)[O-])C(F)(F)F 1-methyl-5-[1-(5-nitro-2-pyridyl)-3-(trifluoromethyl)pyrazol-4-yl]imidazole